CC1=NNC(=C1)C=1C(=NC=CC1)C(=O)NC=1C(=NN(C1)C1COC1)C1=NC=CC=C1 (3-methyl-1H-pyrazol-5-yl)-N-(1-(oxetan-3-yl)-3-(pyridin-2-yl)-1H-pyrazol-4-yl)picolinamide